(S)-2,6-dioxo-N-(4-((4-(4-(trifluoromethyl)piperidin-1-yl)phenyl)amino)benzyl)hexahydropyrimidine-4-carboxamide O=C1NC(C[C@H](N1)C(=O)NCC1=CC=C(C=C1)NC1=CC=C(C=C1)N1CCC(CC1)C(F)(F)F)=O